CC1CCN(CC1)C1=NC(=CC(=N1)NC1=CC2=C(C=N1)C=NN2C(C)C)N2CCCC2 N-[2-(4-methylpiperidin-1-yl)-6-(pyrrolidin-1-yl)pyrimidin-4-yl]-1-(propan-2-yl)-1H-pyrazolo[4,3-c]pyridin-6-amine